COC=1C(C=C(NC1C)C=1C(=NC2=CC=CC=C2C1)N1C[C@@H](CCC1)C)=O 5-Methoxy-6-methyl-2-[2-[(3R)-3-methyl-1-piperidinyl]-3-quinolinyl]-4-oxo-1H-pyridin